COC=1C=C(CN(C2=CC=C(CN3C(CNCC3)=O)C=C2)C2=CC=C(C=C2)N2CCOCC2)C=CC1 1-(4-((3-methoxybenzyl)(4-morpholinophenyl)amino)benzyl)piperazin-2-one